5-chloro-N,6-dimethyl-7-(trifluoromethyl)thieno[3,2-b]pyridine-3-carboxamide ClC1=C(C(=C2C(=N1)C(=CS2)C(=O)NC)C(F)(F)F)C